[1-[6-[6-(difluoromethyl)imidazo[1,2-b]pyridazin-3-yl]pyrimidin-4-yl]-5-(2-methoxyethoxy)-3-piperidinyl]methanol FC(C=1C=CC=2N(N1)C(=CN2)C2=CC(=NC=N2)N2CC(CC(C2)OCCOC)CO)F